ClC=1C(=C(C=CC1)NC=1C2=C(N=CN1)C=CC(=N2)N2CN(CC2)C(C=C)=O)F 1-(3-(4-((3-Chloro-2-fluorophenyl)amino)pyrido[3,2-d]pyrimidin-6-yl)imidazolidin-1-yl)prop-2-en-1-one